C(C)(C)(C)OC(=O)N1CCN(CC1)C1=CC(=CC=C1)C1=NC(=NC=C1)Cl 4-(3-(2-Chloropyrimidin-4-yl)phenyl)piperazine-1-carboxylic acid tert-butyl ester